pyrido-piperazinedione N1C(C(NC2=C1C=CC=N2)=O)=O